(S)-N-(7-((1-hydroxycyclobutyl)ethynyl)-5-methyl-4-oxo-2,3,4,5-tetrahydrobenzo[b][1,4]oxazepin-3-yl)-4-phenoxypyridineamide OC1(CCC1)C#CC1=CC2=C(OC[C@@H](C(N2C)=O)NC(=O)C2=NC=CC(=C2)OC2=CC=CC=C2)C=C1